COC1=CC=CC(=N1)NC1=NN(C2=C1C=NC(=C2)C(=O)N2CCOCCC2)CC(F)(F)F [3-[(6-methoxy-2-pyridyl)amino]-1-(2,2,2-trifluoroethyl)pyrazolo[4,3-c]pyridin-6-yl]-(1,4-oxazepan-4-yl)methanone